FC1=C2CCO[C@@H](C2=CC=C1)[C@H]1NCC1 (S)-2-((S)-5-fluoroisochroman-1-yl)azetidine